C(#N)[C@H](C[C@H]1C(NCCC1)=O)NC(=O)[C@H](CC(C)(C)C)NC(=O)C=1NC2=C(C=CC=C2C1)F N-[(1S)-1-[[(1S)-1-cyano-2-[(3S)-2-oxo-3-piperidyl]ethyl]carbamoyl]-3,3-dimethyl-butyl]-7-fluoro-1H-indole-2-carboxamide